ClC1=CC(=C(C2=C1OC(O2)(C)C2CCC(CC2)N2CC(C2)OC(F)F)C)C(=O)OC2=C(C(=C(C(=C2F)F)F)F)F perfluorophenyl 7-chloro-2-((1r,4R)-4-(3-(difluoromethoxy)azetidin-1-yl)cyclohexyl)-2,4-dimethylbenzo[d][1,3]dioxole-5-carboxylate